N-(1,1-diphenyl-but-3-en-1-yl)-3-methylbutan-2-enamide C1(=CC=CC=C1)C(CC=C)(C1=CC=CC=C1)NC(C=C(C)C)=O